ClC1=NC=C2C(=CN=C(C2=C1)C(C)C)N1[C@@H]([C@H](C1)CS(=O)(=O)C)C 7-chloro-4-[(2R,3S)-3-(methylsulfonylmethyl)-2-methylazetidin-1-yl]-1-(prop-2-yl)-2,6-naphthyridine